CC1=CC(=NN1CC)C(F)(F)F 2-(5-methyl-3-trifluoromethyl-1H-pyrazole-1-yl)ethane